ClC=1C=CC(=NC1)C1COC2=C(O1)C=CC=C2C2CCC(OC2)CC2=NC1=C(N2C[C@H]2OCC2)C=C(C=C1)C(=O)O 2-((5-(2-(5-chloropyridin-2-yl)-2,3-dihydrobenzo[b][1,4]dioxin-5-yl)tetrahydro-2H-pyran-2-yl)methyl)-1-(((S)-oxetan-2-yl)methyl)-1H-benzo[d]imidazole-6-carboxylic acid